C(C1=CC=CC=C1)OC1=CC=C(OCCOCCNC=2SC=CN2)C=C1 N-(2-(2-(4-(benzyloxy)phenoxy)ethoxy)ethyl)-2-thiazolamine